(4aR,8aS)-6-[3-[2-(3-Methoxyphenyl)ethynyl]azetidine-1-carbonyl]-4,4a,5,7,8,8a-hexahydropyrido[4,3-b][1,4]oxazin-3-one COC=1C=C(C=CC1)C#CC1CN(C1)C(=O)N1C[C@@H]2[C@@H](OCC(N2)=O)CC1